S(=O)(=O)(O)OCCN(CC)CCC[C@@H](C)NC1=CC=NC2=CC(=CC=C12)Cl |r| (+-)-2-[[4-[(7-chloro-4-quinolinyl)amino]pentyl]ethylamino]ethanol sulfate